3-amino-N-[(3S)-6,8-difluoro-7-(piperazin-1-yl)-3,4-dihydro-2H-1-benzopyran-3-yl]-6-methylthieno[2,3-b]pyridine-2-carboxamide NC1=C(SC2=NC(=CC=C21)C)C(=O)N[C@@H]2COC1=C(C2)C=C(C(=C1F)N1CCNCC1)F